2-(3-(difluoromethoxy)-5-fluorophenyl)-N-(1-(4-(2,6-dioxopiperidin-3-yl)-3,5-difluorophenyl)azetidin-3-yl)acetamide FC(OC=1C=C(C=C(C1)F)CC(=O)NC1CN(C1)C1=CC(=C(C(=C1)F)C1C(NC(CC1)=O)=O)F)F